CO[Si](CCCNC1=CC=CC=C1)(OC)OC N-(3-(trimethoxysilyl)propyl)aniline